2-(3'-tert-butyl-2'-hydroxy-5'-(2-octyloxycarbonylethyl)phenyl)benzotri-azole C(C)(C)(C)C=1C(=C(C=C(C1)CCC(=O)OCCCCCCCC)N1N=C2C(=N1)C=CC=C2)O